(+)-trans-geraniol CC(C)=CCC\C(\C)=C\CO